NCC1=NC=CC=C1CO [2-(Aminomethyl)pyridin-3-yl]methanol